C(C)(C)(C)N1CCC(CC1)CC1CCNCC1 tert-butyl-4-(piperidin-4-ylmethyl)piperidine